NC=1OC=C(N1)C1=CC=C(C#N)C=C1 4-(2-amino-oxazol-4-yl)benzonitrile